C1=C(C=CC2=CC=CC=C12)C1C(CC12CCC2)C#N 1-(Naphthalen-2-yl)spiro[3.3]heptane-2-carbonitrile